NC(C1=NC(=CC=C1)OC)N1C2=C(NCC1=O)N=CC=C2 (amino(6-methoxypyridin-2-yl)methyl)-3,4-dihydropyrido[2,3-b]pyrazin-2(1H)-one